ClC1=C(C=C2C(C(=CN(C2=N1)C1=NC=C(C=C1F)F)C(=O)OCC)=O)F ethyl 7-chloro-1-(3,5-difluoropyridin-2-yl)-6-fluoro-4-oxo-1,4-dihydro-1,8-naphthyridine-3-carboxylate